ClC=1C(=NC(=NC1)NC1=CC=C(C=C1)N1CCN(CC1)C)NC1=C(C(=O)NOC)C=CC=C1 2-((5-chloro-2-((4-(4-methylpiperazin-1-yl)phenyl)amino)pyrimidin-4-yl)amino)-N-methoxybenzamide